methyl N-[5-[6-[cyclobutyl-(4-fluorophenyl) carbamoyl]imidazo[1,2-a]pyridin-3-yl]-2-pyridyl]carbamate C1(CCC1)N(C(=O)C=1C=CC=2N(C1)C(=CN2)C=2C=CC(=NC2)NC(OC)=O)C2=CC=C(C=C2)F